3-mercapto-N-(3-mercapto-1-(methylamino)-1-oxopropan-2-yl)-2-(methylamino)propionamide trifluoroacetate FC(C(=O)O)(F)F.SCC(C(=O)NC(C(=O)NC)CS)NC